(2s,3s,4r,5r)-5-(2-(5-chloropyridin-3-yl)-6-(cyclobutylamino)-9H-purin-9-yl)-3,4-dihydroxy-N-(methyl-d3)-tetrahydrofuran-2-carboxamide ClC=1C=C(C=NC1)C1=NC(=C2N=CN(C2=N1)[C@H]1[C@@H]([C@@H]([C@H](O1)C(=O)NC([2H])([2H])[2H])O)O)NC1CCC1